C(C)OC1=C(N)C=C(C=C1)N1CCN(CC1)C 2-ethoxy-5-(4-methylpiperazin-1-yl)aniline